C(C)(C)(C)C1=CC=C(C=C1)C=1C=2N(C3=CC=C(C=C3N1)C(=O)O)C=C(C2)OC(F)F 4-(4-(tert-butyl)phenyl)-2-(difluoromethoxy)pyrrolo[1,2-a]quinoxaline-7-carboxylic acid